C(CCN)CCN.Cl.Cl The molecule is a hydrochloride resulting from the reaction of cadaverine with 2 mol eq. of hydrogen chloride. It contains a cadaverine(2+).